C1(CCC1)C1=NC=C(C=N1)C(=O)NC=1C(=NC=CC1)S(=O)(=O)C 2-cyclobutyl-N-(2-methanesulfonylpyridin-3-yl)pyrimidine-5-carboxamide